CN(C(CC1=CC=C(C=C1)O)C)C 4-(2-dimethylaminopropyl)phenol